O=C1NC2=CC=C(C=C2C(N1C1=CN=CC2=CC=C(C=C12)C(=O)NCCOC)=O)C(F)(F)F 4-(2,4-dioxo-6-(trifluoromethyl)-1,4-dihydroquinazolin-3(2H)-yl)-N-(2-methoxyethyl)isoquinoline-6-carboxamide